3-chloro-N'-hydroxypyridinecarboximidamide ClC=1C(=NC=CC1)C(N)=NO